Cl.CN1C(C2(C3=C1C=NC=1C=CC(=CC31)C=3C=C(C(=NC3)OCCCN3CCCCC3)NS(=O)(=O)C3=CC=CC=C3)CC2)=O N-(5-(3'-Methyl-2'-oxo-2',3'-dihydrospiro[cyclopropane-1,1'-pyrrolo[2,3-c]quinolin]-8'-yl)-2-(3-(piperidin-1-yl)propoxy)pyridin-3-yl)benzenesulfonamide hydrochloride